(1s,4s)-2'-(3-benzylphenyl)-4-(3-chloroanilino)spiro[cyclohexane-1,1'-indene]-4-carboxylic acid C(C1=CC=CC=C1)C=1C=C(C=CC1)C=1C2(C3=CC=CC=C3C1)CCC(CC2)(C(=O)O)NC2=CC(=CC=C2)Cl